Cl.O1CC[C@H](C2=CC=CC=C12)NC(=O)[C@@H]1C(CC2SCC[C@@H](C(N21)=O)NC([C@H](CC)NC)=O)(C)C (4S,7S)-N-((R)-chroman-4-yl)-8,8-dimethyl-4-((S)-2-(methylamino)butanamido)-5-oxooctahydropyrrolo[2,1-b][1,3]thiazepine-7-carboxamide hydrochloride